C1(CCCCC1)NC1=NC=C(C=N1)C=1C(=CC(=C(C1)NC(=O)C1=CNC(C=C1C(F)(F)F)=O)N1CCN(CC1)C)F N-[5-[2-(cyclohexylamino)pyrimidin-5-yl]-4-fluoro-2-(4-methylpiperazin-1-yl)phenyl]-6-oxo-4-(trifluoromethyl)-1H-pyridine-3-carboxamide